C(C1=CC=CC=C1)OC1CCC(CC1)=O 4-benzyloxycyclohexanone